3-(4-hydroxy-4-methylpentyl)cyclohex-3-en-1-carbaldehyde OC(CCCC=1CC(CCC1)C=O)(C)C